ClC(C(=O)[O-])C(CC1=CC=CC=C1)Cl 2,3-dichloro-4-phenylbutyrate